(R)-5-(azetidin-3-ylamino)-2-methyl-N-(1-(3-(4-methylthiophen-2-yl)phenyl)ethyl)benzamide N1CC(C1)NC=1C=CC(=C(C(=O)N[C@H](C)C2=CC(=CC=C2)C=2SC=C(C2)C)C1)C